C1(=CC(=CC=C1)CNC(CC)=O)C1=CC=CC=C1 N-(1,1'-biphenyl-3-ylmethyl)propanamide